tert-butyl 2-methyl-5-oxo-piperazine-1-carboxylate CC1N(CC(NC1)=O)C(=O)OC(C)(C)C